6,7-dihydro-5H-pyrazolo[5,1-b][1,3]Oxazine N1=CC=C2OCCCN21